(Z)-3-((1H-indol-2-yl)methylene)-7-fluoro-5-(8-methyl-2,3-dihydro-1H-pyrido[2,3-b][1,4]oxazin-7-yl)indolin-2-one N1C(=CC2=CC=CC=C12)\C=C\1/C(NC2=C(C=C(C=C12)C1=C(C2=C(OCCN2)N=C1)C)F)=O